N-((cis)-3-((7-fluoro-6-(1-methyl-1H-pyrazol-4-yl)pyrazolo[1,5-a]pyrazin-4-yl)oxy)cyclobutyl)-N-methylbut-2-ynamide FC1=C(N=C(C=2N1N=CC2)O[C@H]2C[C@H](C2)N(C(C#CC)=O)C)C=2C=NN(C2)C